C(CC)OCOCCCC(CC(CC(CC(CC(CC(C)Br)C)C)C)C)C 14-bromo-4,6,8,10,12-pentamethylpentadecyl propoxymethyl ether